1-(aminocyclopropyl)methanol NC1(CC1)CO